5-(7-(difluoromethyl)-7'-methoxy-1',3'-dimethyl-2'-oxo-1',2',3,4-tetrahydro-2H-[1,5'-biquinolin]-6-yl)-N-methylpyridineamide FC(C1=C(C=C2CCCN(C2=C1)C=1C=2C=C(C(N(C2C=C(C1)OC)C)=O)C)C=1C=CC(=NC1)C(=O)NC)F